O1CC[C@@H](C2=CC=CC=C12)NC(=O)C1=C(N2C(S1)=C(C(=N2)C)C2=C(C(=CC=C2)N(C)C)F)C(C)C N-[(4S)-3,4-dihydro-2H-chromen-4-yl]-7-[3-(dimethylamino)-2-fluorophenyl]-6-methyl-3-(propan-2-yl)pyrazolo[5,1-b][1,3]thiazole-2-carboxamide